NC1=[N+](ON=C1[N+](=O)[O-])[O-] 3-amino-4-nitrofuroxan